3-(2-ethylhexyl-oxy)-1,2-propanediol C(C)C(COCC(CO)O)CCCC